NC1=NC=CC(=N1)C=1C2=C(C(=NC1)NCC=1C=C(C(=O)NC(C)C)C=CC1)CCO2 3-(((7-(2-Aminopyrimidin-4-yl)-2,3-dihydrofuro[3,2-c]pyridin-4-yl)amino)methyl)-N-isopropylbenzamide